trans-N-(4-((5-chloro-4-(1-(4-fluorobenzoyl)piperidin-3-yl)pyrimidin-2-yl)amino)cyclohexyl)acetamide ClC=1C(=NC(=NC1)N[C@@H]1CC[C@H](CC1)NC(C)=O)C1CN(CCC1)C(C1=CC=C(C=C1)F)=O